C12C(CC(CC1)C2)NS(=O)(=O)C2=CC=1CC3=CC(=CC=C3C1C=C2)S(=O)(=O)NC2CCOCC2 N2-(bicyclo[2.2.1]heptan-2-yl)-N7-(tetrahydro-2H-pyran-4-yl)-9H-fluorene-2,7-disulfonamide